C(C1=CC=CC=C1)[Na].C(CCCCCCC\C=C/CCCCCCCC)(=O)[O-].[Na+] Sodium oleate, benzylSodium salt